BrC(C(=O)OC)C1=CC(=CC=C1)C(F)(F)F methyl 2-bromo-2-[3-(trifluoromethyl)phenyl]acetate